butylene dicarbamate C(N)(OCCCCOC(N)=O)=O